4-((3-acrylamidophenyl)amino)-2-((1-methyl-1H-pyrazol-4-yl)amino)-N-(1-phenylethyl)pyrimidine-5-carboxamide C(C=C)(=O)NC=1C=C(C=CC1)NC1=NC(=NC=C1C(=O)NC(C)C1=CC=CC=C1)NC=1C=NN(C1)C